2-(4-oxobutoxy)-tetrahydrofuran O=CCCCOC1OCCC1